(S)-tert-butyl (2-oxo-1,2,3,4-tetrahydropyrido[3,4-b][1,4]oxazepin-3-yl)carbamate O=C1NC2=C(OC[C@@H]1NC(OC(C)(C)C)=O)C=NC=C2